glycolic acid sodium salt [Na+].C(CO)(=O)[O-]